3-methoxy-3-methylbutylacetate COC(CCCC(=O)[O-])(C)C